NC1=C(C(=O)NC2CCOCC2)C=C(C=N1)C1=CC=C(C=C1)CN1[C@@H](COCC1)C (R)-2-amino-5-(4-((3-methylmorpholino)methyl)phenyl)-N-(tetrahydro-2H-pyran-4-yl)nicotinamide